C(CCCCCCCCC)NC(=O)C1=NN2C(CNCCC2)=C1 N-decyl-5,6,7,8-tetrahydro-4H-pyrazolo[1,5-a][1,4]diazepine-2-carboxamide